NCCN1C=CC=C1 1-(2-Aminoethyl)-1H-pyrrol